4-(5-((tert-butoxycarbonyl)(methyl)amino)pyrazin-2-yl)but-1-en-3-yn C(C)(C)(C)OC(=O)N(C=1N=CC(=NC1)C#CC=C)C